5-(4-oxo-3-phenyloxazolidin-2-yl)-N-(4-phenylbutyl)furan-2-carboxamide O=C1N(C(OC1)C1=CC=C(O1)C(=O)NCCCCC1=CC=CC=C1)C1=CC=CC=C1